FC(C(C(F)(F)F)(O)C1=CC=C(C=C1)C1(NCC2=CC(=CC=C12)S(=O)(=O)C)C(=O)N)(F)F (4-(1,1,1,3,3,3-hexafluoro-2-hydroxypropan-2-yl)phenyl)-5-(methylsulfonyl)isoindoline-1-carboxamide